1-(4-cyano-2-methoxyphenyl)-3-(isoquinolin-4-yl)-2-oxoimidazolidine-4-carbonitrile C(#N)C1=CC(=C(C=C1)N1C(N(C(C1)C#N)C1=CN=CC2=CC=CC=C12)=O)OC